C(C)(C)(C)NC(CN(C)C=1C2=C(N=C(N1)C1=NC=CC(=C1)OC[C@H](C(C)C)O)CCC2)=O N-tert-butyl-2-[(2-{4-[(2S)-2-hydroxy-3-methylbutoxy]pyridin-2-yl}-5H,6H,7H-cyclopenta[d]pyrimidin-4-yl)(methyl)amino]acetamide